ClC1=CC=C(C=C1)C(C(=C)B1OC(C(O1)(C)C)(C)C)P(C1=CC=CC=C1)(C1=CC=CC=C1)=O (1-(4-chlorophenyl)-2-(4,4,5,5-tetramethyl-1,3,2-dioxaborolan-2-yl)allyl)diphenylphosphine oxide